C(CCCCCCCCCCC)C1=CC=CC=C1 1-dodecylbenzene